ClC=1C=C(C=C(C1)Cl)C1=NC2=CC=CC=C2C(=C1[N+](=O)[O-])OC(C)C (3,5-dichlorophenyl)-4-isopropoxy-3-nitroquinoline